ClC1=C(C(=CC=C1)F)C1CC2(C1)NC(N(C2=O)C2=CN=CC1=CC=CC=C21)=O 2-(2-chloro-6-fluorophenyl)-7-(isoquinolin-4-yl)-5,7-diazaspiro[3.4]octane-6,8-dione